C(C1=CC=CC=C1)OC=1C=C2C(=C(N(C2=CC1)CC1=CC=C(OCCCC(=O)[O-])C=C1)C1=CC=C(C=C1)OCC1=CC=CC=C1)C 4-(4-((5-(benzyloxy)-2-(4-(benzyloxy)phenyl)-3-methyl-1H-indol-1-yl)methyl)phenoxy)butanoate